1-(5-(Chloromethyl)pyrimidin-4-yl)dihydropyrimidine-2,4(1H,3H)-dione ClCC=1C(=NC=NC1)N1C(NC(CC1)=O)=O